3-acetoxy-3-methylpentane-1,5-dicarboxylic acid anhydride C(C)(=O)OC1(CCC(=O)OC(=O)CC1)C